C1=CC=CC=2C3=CC=CC=C3C(C12)COC(=O)N[C@@H](CCC(NCCCCNC(=O)OC(C)(C)C)=O)C(=O)O N2-(((9H-Fluoren-9-yl)methoxy)carbonyl)-N5-(4-((tert-butoxycarbonyl)amino)butyl)-L-glutamine